C(=O)[O-].[Mg+2].C(=O)[O-] magnesium formate